CC1=C(C(=C(C(=C1C)SC=C)C)C)SC1=C(C(=C(C(=C1C)C)SC=C)C)C bis(2,3,5,6-tetramethyl-4-vinylthiophenyl) sulfide